ClC=1C=C2C(C=3C(=NC(=CC3C(F)(F)F)C)C2=CC1)C1=CC=CC=C1 7-Chloro-2-methyl-5-phenyl-4-(trifluoromethyl)-5H-indeno[1,2-b]pyridine